4-((1s,3s)-3-hydroxycyclobutylamino)-2-(1-(3-methylbutanoyl)piperidin-4-ylamino)pyrimidine-5-carboxamide OC1CC(C1)NC1=NC(=NC=C1C(=O)N)NC1CCN(CC1)C(CC(C)C)=O